2-VINYLTHIOPHENE C(=C)C=1SC=CC1